(S)-4-(4-methoxyphenyl)-2-(methylamino)butanoic acid COC1=CC=C(C=C1)CC[C@@H](C(=O)O)NC